1-[(4-chlorophenyl)carbonyl]piperidin ClC1=CC=C(C=C1)C(=O)N1CCCCC1